NC1=NC(=NC=C1)N1C[C@H]([C@@H](CC1)OC)O |r| trans-rac-1-(4-aminopyrimidin-2-yl)-4-methoxypiperidin-3-ol